4-((3-methoxyphenyl)(phenyl)methyl)piperidine COC=1C=C(C=CC1)C(C1CCNCC1)C1=CC=CC=C1